(4-fluorophenyl)(methyl)sulfane FC1=CC=C(C=C1)SC